tert-butyl 4-[[2-[(4,4-difluorocyclohexyl)amino]-1-(5-fluoro-3-pyridyl)-2-oxo-ethyl]-[4-(pentafluoro-λ6-sulfanyl)phenyl]carbamoyl]-2-oxa-5-azabicyclo[2.2.1]heptane-5-carboxylate FC1(CCC(CC1)NC(C(C=1C=NC=C(C1)F)N(C(=O)C12COC(CN1C(=O)OC(C)(C)C)C2)C2=CC=C(C=C2)S(F)(F)(F)(F)F)=O)F